SC1=NN=NN1C=1C=C(C=CC1)NC(C)=O N-[3-(5-mercapto-1H-1,2,3,4-tetraazol-1-yl)phenyl]acetamide